4-((5-bromooctyl)oxy)-2-(2,6-dioxopiperidin-3-yl)isoindoline-1,3-dione BrC(CCCCOC1=C2C(N(C(C2=CC=C1)=O)C1C(NC(CC1)=O)=O)=O)CCC